ClC1=C(C=C(CNC2=C(NC=C2)C(=O)OCC)C=C1)OC(F)(F)F Ethyl 3-((4-chloro-3-(trifluoromethoxy) benzyl) amino)-1H-pyrrole-2-carboxylate